N-[5-[4-[(2-isopropyl-5-methyl-phenyl)carbamothioylcarbamoyl-methyl-amino]phenyl]-2,4-dimethyl-pyrazol-3-yl]-4-(trifluoromethoxy)benzamide C(C)(C)C1=C(C=C(C=C1)C)NC(=S)NC(=O)N(C1=CC=C(C=C1)C=1C(=C(N(N1)C)NC(C1=CC=C(C=C1)OC(F)(F)F)=O)C)C